FC(C1CN(C1)C=1C(=NC2=CC(=CC(=C2N1)[C@@H](C)NC1=C(C(=O)O)C=C(C=C1)F)C)C)F 2-[[(1R)-1-[3-[3-(difluoromethyl)azetidin-1-yl]-2,7-dimethyl-quinoxalin-5-yl]ethyl]amino]-5-fluoro-benzoic acid